C(O)NC(C(=C)C)=O N-Methylolmethacryl-amid